N1=C(C=CC=C1)C=1N=CC2=C(N1)CCN(C2)C(=O)C2=CC(=CC=C2)C(F)(F)F [2-(2-pyridyl)-7,8-dihydro-5H-pyrido[4,3-d]pyrimidin-6-yl]-[3-(trifluoromethyl)phenyl]methanone